COC(=O)[C@@H]1C[C@H](CCC1)OC=1C(=NC(=CC1)C=1N=NN(C1CNC1=NC=CC(=N1)C(C)C)C)C1CC1 (1S,3S)-3-((2-cyclopropyl-6-(5-(((4-isopropylpyrimidin-2-yl)amino)methyl)-1-methyl-1H-1,2,3-triazol-4-yl)pyridin-3-yl)oxy)cyclohexane-1-carboxylic acid methyl ester